6-(methylsulfamoyl)-3,4-dihydro-1H-isoquinoline-2-carboxylic acid benzyl ester C(C1=CC=CC=C1)OC(=O)N1CC2=CC=C(C=C2CC1)S(NC)(=O)=O